4-Methyl-2-(3-methyl-2-oxo-1,3-benzoxazol-6-yl)-N-(4-phenylbutyl)piperazine-1-carboxamide CN1CC(N(CC1)C(=O)NCCCCC1=CC=CC=C1)C1=CC2=C(N(C(O2)=O)C)C=C1